N-(4,5-Dimethoxy-2-((4-(2-(((1-methyl-1H-indazol-5-yl)methyl)((1-methyl-1H-indazol-6-yl)methyl)amino)ethyl)phenyl)carbamoyl)phenyl)quinoxaline-2-carboxamide COC1=CC(=C(C=C1OC)NC(=O)C1=NC2=CC=CC=C2N=C1)C(NC1=CC=C(C=C1)CCN(CC1=CC=C2C=NN(C2=C1)C)CC=1C=C2C=NN(C2=CC1)C)=O